(2S)-4-(4-imidazol-1-ylbutyryloxy)-1-(6-oxo-6-undecyloxy-hexyl)pyrrolidine-2-carboxylic acid [8-(1-octylnonyloxy)-8-oxo-octyl] ester C(CCCCCCC)C(CCCCCCCC)OC(CCCCCCCOC(=O)[C@H]1N(CC(C1)OC(CCCN1C=NC=C1)=O)CCCCCC(OCCCCCCCCCCC)=O)=O